(2S)-2-(4-chlorophenoxy)-N-cyclobutoxy-4-methylpentanamide ClC1=CC=C(O[C@H](C(=O)NOC2CCC2)CC(C)C)C=C1